C(C)(C)(C)C1=CC=C(C=C1)S(=O)(=O)NC1=NC(=NC(=C1OC1=C(C=CC=C1)OC)OCCO)C1=NC=CC=N1 4-tert-butyl-N-[6-(2-hydroxy-ethoxy)-5-(2-methoxy-phenoxy)-2-(pyrimidin-2-yl)-pyrimidin-4-yl]-benzenesulfonamide